bis-lauroyl-L-lysine C(CCCCCCCCCCC)(=O)N([C@@H](CCCCN)C(=O)O)C(CCCCCCCCCCC)=O